tert-Butyl 3-(3-ethoxy-3-oxopropanoyl)pyrrolidine-1-carboxylate C(C)OC(CC(=O)C1CN(CC1)C(=O)OC(C)(C)C)=O